(S)-2-(4,4-difluorocyclohexyl)-6-(((6-(1-(4-fluorobenzyl)-1H-pyrazole-4-carbonyl)-2-isobutyryl-2,6-diazaspiro[3.4]octan-8-yl)methoxy)methyl)benzoic acid FC1(CCC(CC1)C1=C(C(=O)O)C(=CC=C1)COC[C@@H]1CN(CC12CN(C2)C(C(C)C)=O)C(=O)C=2C=NN(C2)CC2=CC=C(C=C2)F)F